(S)-4-((1-(6-(2,4-dimethoxypyrimidin-5-yl)imidazo[1,2-b]pyridazin-8-yl)-4,4-difluoropyrrolidin-3-yl)oxy)-2-(trifluoromethyl)benzonitrile COC1=NC=C(C(=N1)OC)C=1C=C(C=2N(N1)C=CN2)N2C[C@@H](C(C2)(F)F)OC2=CC(=C(C#N)C=C2)C(F)(F)F